C(C)OC(=O)[C@@H]1[C@@H]2CC[C@H]([C@H]12)OC=1C=CC(=NC1C)C=1N=NN(C1C(=O)O)C |r| (±)-4-(5-(((1S,2R,5R,6R)-6-(ethoxycarbonyl)bicyclo[3.1.0]hexan-2-yl)oxy)-6-methylpyridin-2-yl)-1-methyl-1H-1,2,3-triazole-5-carboxylic acid